10,10'-(4-(4-(2,2'',6,6''-tetraphenyl-[4,2':6',4''-terpyridin]-4'-yl)phenyl)pyridine-2,6-diyl)bis(9,9-diphenyl-9,10-dihydroacridine) C1(=CC=CC=C1)C1=NC(=CC(=C1)C1=NC(=CC(=C1)C1=CC=C(C=C1)C1=CC(=NC(=C1)N1C=2C=CC=CC2C(C2=CC=CC=C12)(C1=CC=CC=C1)C1=CC=CC=C1)N1C=2C=CC=CC2C(C2=CC=CC=C12)(C1=CC=CC=C1)C1=CC=CC=C1)C1=CC(=NC(=C1)C1=CC=CC=C1)C1=CC=CC=C1)C1=CC=CC=C1